tert-butyl (2S,4R)-4-[tert-butyl(dimethyl)silyl]oxy-2-[[(1S)-1-(4-ethynylphenyl)ethyl]carbamoyl]pyrrolidine-1-carboxylate [Si](C)(C)(C(C)(C)C)O[C@@H]1C[C@H](N(C1)C(=O)OC(C)(C)C)C(N[C@@H](C)C1=CC=C(C=C1)C#C)=O